N-[4-(4-chlorophenyl)-1-oxophthalazin-2(1H)-yl]-2-(morpholin-4-yl)acetamide ClC1=CC=C(C=C1)C1=NN(C(C2=CC=CC=C12)=O)NC(CN1CCOCC1)=O